(3R)-2'-{6-amino-5-[(1R)-1-(5-fluoropyridin-2-yl)ethoxy]pyridin-3-yl}-N-ethyl-5',6'-dihydrospiro[pyrrolidine-3,4'-pyrrolo[1,2-b]pyrazole]-1-carboxamide NC1=C(C=C(C=N1)C=1C=C2N(N1)CC[C@]21CN(CC1)C(=O)NCC)O[C@H](C)C1=NC=C(C=C1)F